3-amino-1-(2-((6-amino-9H-purin-9-yl)methyl)-3-bromo-5-chlorophenyl)-N-cyclopropylpyrrolidine-3-carboxamide NC1(CN(CC1)C1=C(C(=CC(=C1)Cl)Br)CN1C2=NC=NC(=C2N=C1)N)C(=O)NC1CC1